rac-(6-Ethyl-imidazo[1,5-a]pyridin-5-yl)-[1-(4-methoxy-phenyl)-1H-[1,2,3]triazol-4-yl]-methanol C(C)C=1C=CC=2N(C1[C@@H](O)C=1N=NN(C1)C1=CC=C(C=C1)OC)C=NC2 |r|